2-(7-bromo-6-methyl-1,3-benzodioxol-5-yl)-N4,6-dimethyl-pyrimidine-2,4-diamine BrC1=C(C(=CC2=C1OCO2)C2(NC(=CC(=N2)NC)C)N)C